3-Methyl-N-[(2E)-1-methylpyridin-2(1H)-ylidene]azetidine-3-carboxamide CC1(CNC1)C(=O)/N=C\1/N(C=CC=C1)C